C1(CC1)C1=C(C(=NO1)C1=C(C=CC=C1Cl)Cl)COC12CCC(CC1)(CC2)CN2CC1=CC=CC=C1CC2 2-((4-((5-Cyclopropyl-3-(2,6-dichlorophenyl)isoxazol-4-yl)methoxy)bicyclo[2.2.2]octan-1-yl)methyl)-1,2,3,4-tetrahydroisochinolin